lithium 1-[(3R)-3-(3-chlorophenoxy) pyrrolidin-1-yl] cyclopentane-1-carboxylate C1(CCCC1)C(=O)ON1C[C@@H](CC1)OC1=CC(=CC=C1)Cl.[Li]